C(CC(C(=O)O)S)C(C(=O)O)S ethylenedi(thioglycolic acid)